7-bromo-2-cyclopropylpyrazolo[1,5-d][1,2,4]triazin-4(5H)-one BrC1=NNC(C=2N1N=C(C2)C2CC2)=O